5-cyano-2,2'-bipyridine C(#N)C=1C=CC(=NC1)C1=NC=CC=C1